(R)-4-(N-(4-cyclohexylbenzyl)-1-((pentafluorophenyl)sulfonyl)piperidine-2-carboxamido)-2-hydroxybenzoic acid C1(CCCCC1)C1=CC=C(CN(C(=O)[C@@H]2N(CCCC2)S(=O)(=O)C2=C(C(=C(C(=C2F)F)F)F)F)C2=CC(=C(C(=O)O)C=C2)O)C=C1